FC1=C(C=C(C=C1)OC=1C(=C2C=CN(C2=CC1F)S(=O)(=O)C1=CC=C(C)C=C1)C)C=1NC(=CN1)C(=O)C1=CC=CC(=N1)CCC(=O)OCC Ethyl 3-(6-(2-(2-fluoro-5-((6-fluoro-4-methyl-1-tosyl-1H-indol-5-yl)oxy)phenyl)-1H-imidazole-5-carbonyl)pyridin-2-yl)propanoate